(2S,4R)-4-hydroxy-N-(4-(4-methylthiazol-5-yl)benzyl)-1-((R)-2-(piperazin-1-yl)propionyl)pyrrolidine-2-carboxamide, hydrochloride Cl.O[C@@H]1C[C@H](N(C1)C([C@@H](C)N1CCNCC1)=O)C(=O)NCC1=CC=C(C=C1)C1=C(N=CS1)C